N-(3-(4-(4-Aminoimidazo[2,1-f][1,2,4]triazin-7-yl)-1H-pyrazol-1-yl)-4-Methylphenyl)-4-(morpholinomethyl)benzamide NC1=NC=NN2C1=NC=C2C=2C=NN(C2)C=2C=C(C=CC2C)NC(C2=CC=C(C=C2)CN2CCOCC2)=O